3-(2-(cyclopropylamino)ethyl)azetidine-1-carboxylic acid tert-butyl ester C(C)(C)(C)OC(=O)N1CC(C1)CCNC1CC1